BrC1=CC=C(C=C1)N1[C@@H](CC(C1)(F)F)C1=C(C=CC=C1)C1CC1 |o1:8| (S or R)-1-(4-bromophenyl)-2-(2-cyclopropylphenyl)-4,4-difluoropyrrolidine